C[Si](C)(C)N(C(C(F)(F)F)=O)[Si](C)(C)C bis(trimethylsilyl)-trifluoroacetamide